1-(3-hydroxyisonicotinoyl)-3-methyl-1,2,3,6-tetrahydropyridin OC1=C(C(=O)N2CC(C=CC2)C)C=CN=C1